tert-butyl (1R,5S)-3-(2-hydroxypropyl)-3,8-diazabicyclo[3.2.1]octane-8-carboxylate OC(CN1C[C@H]2CC[C@@H](C1)N2C(=O)OC(C)(C)C)C